N-(tert-butyl)-3-((5-methyl-2-((3-(morpholinosulfonyl)phenyl)amino)pyrimidin-4-yl)amino)benzenesulfonamide C(C)(C)(C)NS(=O)(=O)C1=CC(=CC=C1)NC1=NC(=NC=C1C)NC1=CC(=CC=C1)S(=O)(=O)N1CCOCC1